N1C=C(C2=CC=CC=C12)C1=CC(=NC=C1C(F)(F)F)N[C@@H]1CNCCCC1 (S)-N-(4-(1H-indol-3-yl)-5-(trifluoromethyl)pyridin-2-yl)azepan-3-amine